N-[[6-(3,3-dimethylbutyl)-6-azaspiro[2.5]octan-2-yl]methyl]-6-(3-fluorophenyl)pyridazin-3-amine CC(CCN1CCC2(C(C2)CNC=2N=NC(=CC2)C2=CC(=CC=C2)F)CC1)(C)C